CN1N=CC(=C1)C(=O)N1CC2=C(C=C(C=C2CC1)C=1C=C2C(=NC1)NC=C2C)[C@H]2N(CCC2)C(=O)[O-] (S)-2-(2-(1-methyl-1H-pyrazole-4-carbonyl)-6-(3-methyl-1H-pyrrolo[2,3-b]pyridine-5-yl)-1,2,3,4-tetrahydroisoquinolin-8-yl)pyrrolidine-1-carboxylate